(+)-1-(3-(aminomethyl)phenyl)-N-(5-((cyclopropylmethoxy)(pyridin-3-yl)methyl)-2-fluorophenyl)-3-(trifluoromethyl)-1H-pyrazole-5-carboxamide C1CC1COC(C2=CC(=C(C=C2)F)NC(=O)C3=CC(=NN3C4=CC=CC(=C4)CN)C(F)(F)F)C5=CN=CC=C5